4-(5-(8-(dimethylamino)-2-oxo-8-phenyl-1,3-diazaspiro[4.5]decan-3-yl)pyrimidine-2-carbonyl)piperazine-1-carboxylic acid tert-butyl ester C(C)(C)(C)OC(=O)N1CCN(CC1)C(=O)C1=NC=C(C=N1)N1C(NC2(C1)CCC(CC2)(C2=CC=CC=C2)N(C)C)=O